C(C)(C)(C)S(=O)NC(C(F)(F)F)C=1C=C(C=NC1OC)C1CN(CCC1(F)F)C(=O)OC(C)(C)C tert-butyl 3-(5-(1-((tert-butylsulfinyl)amino)-2,2,2-trifluoroethyl)-6-methoxypyridin-3-yl)-4,4-difluoropiperidine-1-carboxylate